FC1=C(C=C(C(=C1)F)F)CC=O 2-(2,4,5-trifluoro-phenyl)acetaldehyde